BrC=1C=C(C(=NC1)OCCCN1CCCCC1)NS(=O)(=O)C=1C=NC(=CC1)C N-(5-Bromo-2-(3-(piperidin-1-yl)propoxy)pyridin-3-yl)-6-methylpyridine-3-sulfonamide